2,2'-methylenebis[6-(2H-benzotriazol-2-yl)4-t-octylphenol] C(C1=C(C(=CC(=C1)C(C)(C)CC(C)(C)C)N1N=C2C(=N1)C=CC=C2)O)C2=C(C(=CC(=C2)C(C)(C)CC(C)(C)C)N2N=C1C(=N2)C=CC=C1)O